P(=O)(OC1=C2C(=CNC2=CC=C1)C[C@H]1NCCC1)(O)O (S)-3-(pyrrolidin-2-ylmethyl)-1H-indol-4-yl dihydrogen phosphate